C(CC1=CC=C(C=C1)O)C1=CC=C(C=C1)O 4,4'-(Ethan-1,2-diyl)diphenol